[Pb].[Pb] lead-lead